FC1(CC2(CC(C2)C=2CCCC3=C(C2C2=CC=C(C=C2)CC2CN(C2)CCCF)C=CC=C3)C1)F 8-(6,6-Difluorospiro[3.3]heptan-2-yl)-9-(4-((1-(3-fluoropropyl)azetidin-3-yl)methyl)phenyl)-6,7-dihydro-5H-benzo[7]annulen